3-p-bromophenyl-1-(tert-butyldimethylsilyl)-2-propyn-1-ol BrC1=CC=C(C=C1)C#CC(O)[Si](C)(C)C(C)(C)C